[1,2,3]Triazole-5-carboxylic acid ethyl ester C(C)OC(=O)C1=CN=NN1